ClC1=CC=C(C=C1)C=1C=C(C(N(N1)C=1C=NC=C(C1)F)=O)C(=O)N[C@H](CO)C 6-(4-Chlorophenyl)-2-(5-fluoropyridin-3-yl)-N-[(2S)-1-hydroxypropan-2-yl]-3-oxo-2,3-dihydropyridazine-4-carboxamide